1-(6-Chloro-4-hydroxy-2-methoxypyridin-3-yl)ethan-1-one ClC1=CC(=C(C(=N1)OC)C(C)=O)O